CN1C=2C(CC[C@H](C1=O)NC(=O)C=1N=C3N(N1)[C@@H](CC3)C3=C(C=CC=C3)F)=CC(N(C2)C)=O (S)-N-((R)-1,8-dimethyl-2,7-dioxo-2,3,4,5,7,8-hexahydro-1H-pyrido[3,4-b]azepin-3-yl)-5-(2-fluorophenyl)-6,7-dihydro-5H-pyrrolo[1,2-b][1,2,4]triazole-2-carboxamide